NC(C)(C)C=1SC(=CN1)C1=CC2=C(N=C3N2[C@H]2C4=C(C(N([C@@H]3C2)C([2H])([2H])[2H])=O)C=CC=C4C#C[Si](C(C)C)(C(C)C)C(C)C)C=C1 (7R,14R)-11-(2-(2-aminopropan-2-yl)thiazol-5-yl)-6-(methyl-d3)-1-((triisopropylsilyl)ethynyl)-6,7-dihydro-7,14-methanobenzo[f]benzo[4,5]imidazo[1,2-a][1,4]diazocin-5(14H)-one